7-[3-[[[[(1-oxoheptyl)amino]acetyl]amino]methyl]-7-oxabicyclo[2.2.1]-hept-2-yl]-5-heptenoic acid O=C(CCCCCC)NCC(=O)NCC1C(C2CCC1O2)CC=CCCCC(=O)O